C(C)(C)(C)OC(N(C1=CC(=NC=2N1N=CC2C2CC2)Cl)CC2=CC=C(C=C2)N2N=CC=C2)=O (4-(1H-pyrazol-1-yl)benzyl)(5-chloro-3-cyclopropylpyrazolo[1,5-a]pyrimidin-7-yl)carbamic acid tert-butyl ester